3-({5-[(2R)-oxolane-2-carbonyl]-1H,2H,3H,4H,5H,6H-pyrrolo[3,4-c]pyrrol-2-yl}sulfonyl)pyridine O1[C@H](CCC1)C(=O)N1CC2=C(C1)CN(C2)S(=O)(=O)C=2C=NC=CC2